FC(C(=O)N[C@H](C(=O)N1C[C@H]2[C@@H]([C@H]1C(=O)O)CCC2)C(C)C)(C)F (3S,3aS,6aR)-2-[(2S)-2-(2,2-difluoropropanoylamino)-3-methyl-butanoyl]-3,3a,4,5,6,6a-hexahydro-1H-cyclopenta[c]pyrrole-3-carboxylic acid